(E)-3-(2-chlorophenyl)-1-(5-hydroxy-7-methoxy-2,2-dimethyl-2H-benzopyran-6-yl)prop-2-en-1-one ClC1=C(C=CC=C1)/C=C/C(=O)C=1C(=CC2=C(C=CC(O2)(C)C)C1O)OC